7-chloro-3-(4-fluorophenyl)-1H-indole-2-carboxylic acid ClC=1C=CC=C2C(=C(NC12)C(=O)O)C1=CC=C(C=C1)F